NC[C@H](CC(=O)O)C[C@@H](CCCC1=CC=CC=C1)C (3s,5r)-3-aminomethyl-5-methyl-8-phenyl-octanoic acid